BrC=1C(=C(C=CC1)NC(=O)C1=CC(=CC=2NC(=NC21)COC)NC(=O)C2=C(C=CC=C2)C(F)(F)F)C N-(3-bromo-2-methylphenyl)-2-(methoxymethyl)-6-({[2-(trifluoromethyl)phenyl]carbonyl}amino)-1H-benzoimidazole-4-carboxamide